C(C)(C)(C)OC(=O)N1[C@@H](CCC1)C(=O)N1CCN(CC1)C(NC=1C=C(C=CC1)C)=O (S)-2-(4-(m-tolylcarbamoyl)piperazine-1-carbonyl)pyrrolidine-1-carboxylic acid tert-butyl ester